tri(dodecyl)chlorosilane C(CCCCCCCCCCC)[Si](Cl)(CCCCCCCCCCCC)CCCCCCCCCCCC